N1=C(C(=NC=C1)C(=O)O)C(=O)O 2,3-pyrazinedicarboxylic acid